C(C1=CC=CC=C1)[C@H]1CN(CC1)C(CCC=1C(=NN(C1C)C=1C=CC=2N(N1)C(=NN2)C)C)=O (R)-1-(3-benzylpyrrolidin-1-yl)-3-(3,5-dimethyl-1-(3-methyl-[1,2,4]triazolo[4,3-b]pyridazin-6-yl)-1H-pyrazol-4-yl)propan-1-one